N-[4-[(6,7-dimethoxy-1,5-naphthyridin-4-yl)oxy]-3-fluorophenyl]-2-ethyl-5-(furan-2-yl)-1,6-dimethyl-4-oxopyridine-3-carboxamide COC=1N=C2C(=CC=NC2=CC1OC)OC1=C(C=C(C=C1)NC(=O)C1=C(N(C(=C(C1=O)C=1OC=CC1)C)C)CC)F